C(C=C)(=O)OCC(CO)O 2,3-dihydroxypropyl acrylate